NC(CC(=O)[O-])CCCC(=O)[O-] 3-Aminopimelate